[Pt].P(O)(O)=O.P(O)(O)=O bisphosphonic acid platinum